5-(2-chloroethoxy)-1-tert-butyloxycarbonyl-1H-indole ClCCOC=1C=C2C=CN(C2=CC1)C(=O)OC(C)(C)C